ClC1=NSC=2C1=NC(=CC2C2=CC=NN2C)N2[C@@H](COCC2)C (R)-4-(3-chloro-7-(1-methyl-1H-pyrazol-5-yl)isothiazolo[4,5-b]pyridin-5-yl)-3-methylmorpholine